CN(C/C=C/C(=O)N(C)C=1C(=NC=2CCN(CC2C1)C(C1=C(C=C(C(=C1)C(C)C)OC)O)=O)OC)C (E)-4-(Dimethylamino)-N-(6-(2-hydroxy-5-isopropyl-4-methoxybenzoyl)-2-methoxy-5,6,7,8-tetrahydro-1,6-naphthyridin-3-yl)-N-methylbut-2-enamide